2,6-dimethyl-3-(3,7,11-trimethyl-2,6,10-dodecatrien-1-yl)-p-benzoquinone CC=1C(C(=CC(C1CC=C(CCC=C(CCC=C(C)C)C)C)=O)C)=O